C1=CC=C(C=2OC3=C(C21)C=CC=C3)C3=NC=NC(=N3)C3=CC=CC=C3 4-(dibenzo[B,D]furan-4-yl)-6-phenyl-1,3,5-triazine